NC1=NC(=CC(=C1)NCCCC)C(C)C1=CC=C(C=C1)CN1CCCC1 2-Amino-4-(butylamino)-6-(1-(4-(pyrrolidin-1-ylmethyl)phenyl)ethyl)pyridin